FC(S(=O)(=O)OC(C(F)(F)F)C1=CC=C(C=C1)Br)(F)F 1-(4-bromophenyl)-2,2,2-trifluoroethyl trifluoromethanesulfonate